The molecule is a pyridinium salt, a tertiary amine and an organic iodide salt. It has a role as a fluorochrome. It contains a 2-[4-(dimethylamino)styryl]-1-methylpyridinium. C[N+]1=CC=CC=C1/C=C/C2=CC=C(C=C2)N(C)C.[I-]